5-chloro-2-(difluoromethyl)-N-((1r,4r)-4-((3-(2-fluorophenyl)-3-hydroxy-4-methoxy-2-oxoindolin-1-yl)methyl)cyclohexyl)nicotinamide ClC=1C=NC(=C(C(=O)NC2CCC(CC2)CN2C(C(C3=C(C=CC=C23)OC)(O)C2=C(C=CC=C2)F)=O)C1)C(F)F